C1(CC1)C(=O)C=1N=C2N(N1)[C@@H](C[C@@H]2F)CC cyclopropyl-[cis-5-ethyl-7-fluoro-6,7-dihydro-5H-pyrrolo[1,2-b][1,2,4]triazol-2-yl]methanone